N-(2-methoxypyridin-4-yl)-5,6,7,8-tetrahydroquinoline-3-carboxamide COC1=NC=CC(=C1)NC(=O)C=1C=NC=2CCCCC2C1